ClC1=CC=C(C=C1)/C=C(/C(=O)NCCCNC(C(=C)C)=O)\C1=C(C=C(C=C1)F)F (E)-3-(4-chlorophenyl)-2-(2,4-difluorophenyl)-N-(3-methacrylamidopropyl)acrylamide